benzyl 4-(allyloxy)-6-methoxy-2-methylpyrimidine-5-carboxylate C(C=C)OC1=NC(=NC(=C1C(=O)OCC1=CC=CC=C1)OC)C